benzene-1-sulfonamide C1(=CC=CC=C1)S(=O)(=O)N